(4-Carboxybutyl-d4)triphenylphosphonium C(=O)(O)C(CCC([2H])([2H])[P+](C1=CC=CC=C1)(C1=CC=CC=C1)C1=CC=CC=C1)([2H])[2H]